4-(2,4-dimethylpyridin-3-yl)-3-fluoroaniline tert-butyl-(4-(2,4-dimethylpyridin-3-yl)-3-fluorophenyl)carbamate C(C)(C)(C)N(C(O)=O)C1=CC(=C(C=C1)C=1C(=NC=CC1C)C)F.CC1=NC=CC(=C1C1=C(C=C(N)C=C1)F)C